trimethyloxyacetaldehyde COC(C=O)(OC)OC